3-(5-((4ar,8as)-octahydroquinoxalin-1(2H)-yl)-1-oxoisoindolin-2-yl)piperidine-2,6-dione N1(CCN[C@@H]2CCCC[C@H]12)C=1C=C2CN(C(C2=CC1)=O)C1C(NC(CC1)=O)=O